C1=CC=C(C=C1)N2C3=CC=CC=C3N=C2C4=CC(=CC(=C4)C5=NC6=CC=CC=C6N5C7=CC=CC=C7)C8=NC9=CC=CC=C9N8C1=CC=CC=C1 1,3,5-tris(phenyl-2-benzimidazolyl)-benzene